C(C)(C)C1CCC(=CC1SCCC#N)C 3-((6-isopropyl-3-methylcyclohex-2-en-1-yl)thio)propanenitrile